2-(propan-2-yloxy)propane CC(C)OC(C)C